ethyl 5-((2R,5S)-2-((S)-8-chloro-1-methyl-6-(trifluoromethyl)-1,2,3,4-tetrahydroisoquinoline-2-carbonyl)-5-methylmorpholino)imidazo[1,2-a]pyrazine-2-carboxylate ClC=1C=C(C=C2CCN([C@H](C12)C)C(=O)[C@@H]1OC[C@@H](N(C1)C1=CN=CC=2N1C=C(N2)C(=O)OCC)C)C(F)(F)F